tert-butyl 7-nitro-3,4-dihydrospiro[benzo[b][1,4]oxazine-2,4'-piperidine]-1'-carboxylate [N+](=O)([O-])C=1C=CC2=C(OC3(CCN(CC3)C(=O)OC(C)(C)C)CN2)C1